1,3-dithiolane-2-one S1C(SCC1)=O